C(C)O[C@@H]1C[C@H](N(CC1)CC1=C2C=CNC2=C(C=C1OC)C)C1=CC=C(C(=O)OC2=CC=C(C=C2)C(=O)OC(C)(C)C)C=C1 4-(tert-butoxycarbonyl)phenyl 4-((2S,4S)-4-ethoxy-1-((5-methoxy-7-methyl-1H-indol-4-yl)methyl)piperidin-2-yl)-benzoate